C(C)[C@H]1CC2=C(CN(C1)C(=O)OC(C)(C)C)N=CC=C2 tert-butyl (6S)-6-ethyl-5,6,7,9-tetrahydro-8H-pyrido[2,3-c]azepine-8-carboxylate